Cl.CN1C(N(C2=C1C(=CC=C2)N2CC(CCC2)NC)C2C(NC(CC2)=O)=O)=O 3-{3-Methyl-4-[3-(methylamino)piperidin-1-yl]-2-oxo-1,3-benzodiazol-1-yl}piperidine-2,6-dione hydrochloride